C(OCCCC)(OCC1CC=CCC1)=O Butyl (cyclohex-3-en-1-ylmethyl) carbonate